COC=1C=C2C(=NC(=NC2=CC1OC)C)NC(C)C1=CC=C(S1)C1=C(CN[C@@H]2C(N(CC2)C)=O)C=CC=C1 (3S)-{[2-(5-{1-[(6,7-dimethoxy-2-methylquinazolin-4-yl)amino]ethyl}thiophen-2-yl)benzyl]amino}-1-methylpyrrolidin-2-one